tert-Butyl 1-oxospiro[indan-2,4'-piperidine]-1'-carboxylate O=C1C2=CC=CC=C2CC12CCN(CC2)C(=O)OC(C)(C)C